(2S)-2-[(2-tert-butoxy-2-oxoethoxy)methyl]pyrrolidine-1-carboxylate C(C)(C)(C)OC(COC[C@H]1N(CCC1)C(=O)[O-])=O